4-fluoro-1-methyl-2-(4-(methylsulfonyl)phenyl)-6-(1-(8-(oxetan-3-yl)-8-azabicyclo[3.2.1]oct-3-yl)piperidin-4-yl)-1H-benzo[d]imidazole FC1=CC(=CC=2N(C(=NC21)C2=CC=C(C=C2)S(=O)(=O)C)C)C2CCN(CC2)C2CC1CCC(C2)N1C1COC1